C(C)(C)(C)OC(=O)N1CCN(CC1)C1=CC(=NC=C1C(=O)O)C#N 4-(4-(tert-butoxycarbonyl)piperazin-1-yl)-6-cyanonicotinic acid